(R)-2-ethyl-4-((1s,3R)-3-(1-isopropyl-3-(2-(trifluoromethyl)pyrimidin-5-yl)-1H-1,2,4-triazol-5-yl)cyclopentyl)morpholine C(C)[C@@H]1CN(CCO1)[C@@H]1C[C@@H](CC1)C1=NC(=NN1C(C)C)C=1C=NC(=NC1)C(F)(F)F